FC(C\C(=C/COP(=O)(O)O)\CO)(F)F.C(C)N(CC)CC Triethylamine (E)-5,5,5-trifluoro-3-(hydroxymethyl)pent-2-en-1-yl-phosphate